C1(CCC1)C1=CN=C(S1)NC1=CC(=NC(=N1)CC)NCCNC([C@H](C)NC)=O (2S)-N-[2-[[6-[(5-cyclobutylthiazol-2-yl)amino]-2-ethyl-pyrimidin-4-yl]amino]ethyl]-2-(methylamino)propanamide